Mesylchlorid S(=O)(=O)(C)Cl